ClC1=C(C=C2C(=N1)CCC2)C(=O)N(C(CC2=CC=CC=C2)C)OC 2-chloro-N-methoxy-N-(1-phenylpropan-2-yl)-6,7-dihydro-5H-cyclopenta[b]pyridine-3-carboxamide